tert-butyl (2R)-4-[4-amino-5-(2,3-dichlorophenyl)sulfanyl-1-methyl-6-oxo-pyrimidin-2-yl]-2-(hydroxymethyl)piperazine-1-carboxylate NC=1N=C(N(C(C1SC1=C(C(=CC=C1)Cl)Cl)=O)C)N1C[C@@H](N(CC1)C(=O)OC(C)(C)C)CO